COCC1=C(C(C)=C(C(=C1C)C)COC)C 3,6-bis(methoxymethyl)durene